N-methylprop-2-yn-1-amine CNCC#C